C(=CC)C1=CC=C(C=C1)C(CCO)O 4-propenyl-phenyl-1,3-propanediol